ClC=1C=C(C(=O)NC2=CC(=C(C=C2)N=C2NC3=C(N2)C=CC=C3)Cl)C=CC1N=C1NC3=C(N1)C=CC=C3 3-chloro-N-(3-chloro-4-((1,3-dihydro-2H-benzo[d]imidazol-2-ylidene)amino)phenyl)-4-((1,3-dihydro-2H-benzo[d]imidazol-2-ylidene)amino)benzamide